[Br-].CN(C=1C=C(C=2[C@@H](C3=C(C=CC=C3N(C2C1)C1=CC=CC=C1)OC)C1=CC=C(C2=CC=CC=C12)F)OC)C |r| (±)-3-(dimethylamino)-9-(4-fluoronaphthalen-1-yl)-1,8-dimethoxy-10-phenylacridine Bromide salt